3-chloro-5-(trifluoromethyl)pyridine ClC=1C=NC=C(C1)C(F)(F)F